3-N-(2-((1r,4r)-4-(hydroxymethyl)cyclohexyl)-5-(2-hydroxypropan-2-yl)benzo[d]oxazol-6-yl)-2-methyloxazole-4-carboxamide OCC1CCC(CC1)C=1OC2=C(N1)C=C(C(=C2)N2C(OC=C2C(=O)N)C)C(C)(C)O